COC1=C(C=CC=C1)\C=C\C(\C=C\C1=C(C=CC=C1)OC)=O (1E,4E)-1,5-bis(2-methoxyphenyl)penta-1,4-dien-3-one